C(C)N(CC(C(C(C(CO)O)O)O)O)CC#C 6-(ethyl-(prop-2-yn-1-yl)amino)hexane-1,2,3,4,5-penta-ol